C(C)P([C-]1C=CC=C1)CC.[C-]1(C=CC=C1)P(CC)CC.[Fe+2] 1,1'-bis(diethylphosphino)ferrocene